(2r,4r)-8-(5-chloro-3-methyl-pyridin-2-yl)-6,9-dioxo-5-(4-(trifluoromethyl)benzyl)-5,8-diazaspiro[3.5]nonane-2-carboxamide ClC=1C=C(C(=NC1)N1CC(N(C2(CC(C2)C(=O)N)C1=O)CC1=CC=C(C=C1)C(F)(F)F)=O)C